C(C)(C)(C)C1=C(C=CC=C1)C(C)C tert-butyl-alpha-isopropylbenzene